COC(C1=CN=C(C=C1)N1CC(CC1)(C)C(N)=O)=O 6-(3-carbamoyl-3-methylpyrrolidin-1-yl)nicotinic acid methyl ester